CC1=C(C(=C(C=C1CCC)O)[C@H]1[C@@H](C[C@@H](C(=C1)C)O)C(=C)C)O (1'R,2'R,4'S)-3,5'-dimethyl-2'-(prop-1-en-2-yl)-4-propyl-1',2',3',4'-tetrahydro-[1,1'-biphenyl]-2,4',6-triol